C(C)(C)[C@H]1CO[C@@]23CCN(C[C@H]3CCC(N21)=O)C(C)C2=CC=CC=C2 (3S,7aR,11aR)-3-isopropyl-9-(1-phenylethyl)-2,3,6,7,7a,8,10,11-octahydrooxazolo[2,3-j][1,6]naphthyridin-5-one